CC1=C(C2=C(N=N1)OC1=C2N=CN=C1NCC=1C=C(C=CC1)C(C)(C)O)C 2-[3-[[(3,4-dimethylpyrimido[4',5':4,5]furo[2,3-c]pyridazin-8-yl)amino]methyl]phenyl]propan-2-ol